FC1(CC(C1)NC(=O)C=1C=NN2C1C=C(C=C2)C2=CNC=1N=C(N=CC12)NCCC(F)(F)F)F N-(3,3-difluorocyclobutyl)-5-(2-((3,3,3-trifluoropropyl)amino)-7H-pyrrolo[2,3-d]pyrimidin-5-yl)pyrazolo[1,5-a]pyridine-3-carboxamide